ethyl 2-(4-chloro-2-(trifluoromethoxy) phenyl)-2,2-difluoroacetate ClC1=CC(=C(C=C1)C(C(=O)OCC)(F)F)OC(F)(F)F